C1(CCCC1)N1[C@@H](C(N(C=2C=NC(=NC12)NC1=C(C=C(C(=O)NC2CCN(CC2)C)C=C1)OC)C)=O)CC 4-[[(7R)-8-cyclopentyl-7-ethyl-5-methyl-6-oxo-7H-pteridin-2-yl]amino]-3-methoxy-N-(1-methylpiperidin-4-yl)benzamide